C(C(C)C)C1=CC=C(C=C1)[C@@H](C(=O)OC1=C(C(=CC(=C1)C)C)C(CC(=O)O)C)C 3-(2-(((S)-2-(4-Isobutylphenyl)propanoyl)oxy)-4,6-dimethyl-phenyl)butanoic acid